N-[5-ethyl-4-[2-fluoro-3-(4-methylpiperazin-1-yl)phenoxy]-6-(2-isobutylphenyl)pyrimidin-2-yl]-1-methyl-pyrazole-4-sulfonamide C(C)C=1C(=NC(=NC1C1=C(C=CC=C1)CC(C)C)NS(=O)(=O)C=1C=NN(C1)C)OC1=C(C(=CC=C1)N1CCN(CC1)C)F